1-(4-(aminomethyl)-1-oxo-1,2-dihydrophthalazin-6-yl)-N-((5-(2,6-difluorophenyl)pyridin-2-yl)methyl)-N-(1,3-dimethoxypropan-2-yl)cyclopropane-1-carboxamide NCC1=NNC(C2=CC=C(C=C12)C1(CC1)C(=O)N(C(COC)COC)CC1=NC=C(C=C1)C1=C(C=CC=C1F)F)=O